N[C@H](C(=O)N1CC2=C(N=C(N=C2OC2=C(C=C(C#N)C=C2C)C)NC2=CC=C(C=C2)C#N)CC1)CC1=CC=CC=C1 (S)-4-((6-(2-amino-3-phenylpropionyl)-2-((4-cyanophenyl)amino)-5,6,7,8-tetrahydropyrido[4,3-d]pyrimidin-4-yl)oxy)-3,5-dimethylbenzonitrile